C1(CC1)CCN(C1=C2CN(C(C2=CC=C1)=O)C1C(NC(CC1)=O)=O)C1CCC(CC1)N[C@@H]1[C@H](CC1)C(F)(F)F 3-{4-[(2-cyclopropylethyl)[(1r,4r)-4-{[(1S,2S)-2-(trifluoromethyl)cyclobutyl]amino}cyclohexyl]amino]-1-oxo-3H-isoindol-2-yl}piperidine-2,6-dione